CN1N=CC(=C1OS(=O)(=O)CCC)C(=O)C=1C=CC2=C(C(CS2(=O)=O)(C)C)C1C 1-methyl-4-[(3,3,4-trimethyl-1,1-dioxido-2,3-dihydro-1-benzothiophen-5-yl)carbonyl]-1H-pyrazol-5-ylpropan-1-sulfonat